C(C)OC1=C(C=CC=C1)C1=NC=2CN(CC3(C2C=C1)CCN(CC3)C3=C(C=CC=C3)C(F)(F)F)C(=O)OCC3=CC=CC=C3 benzyl 2'-(2-ethoxyphenyl)-1-(2-(trifluoromethyl)phenyl)-6'H-spiro[piperidine-4,5'-[1,7]naphthyridine]-7'(8'H)-carboxylate